(S)-Tert-Butyl 3-(Tert-Butoxy)-2-(2-(3-(3-(Pentan-3-Ylcarbamoyl)-1H-Pyrazol-5-Yl)Phenyl)Oxazole-5-Carboxamido)Propanoate Trifluoroacetate FC(C(=O)O)(F)F.C(C)(C)(C)OC[C@@H](C(=O)OC(C)(C)C)NC(=O)C1=CN=C(O1)C1=CC(=CC=C1)C1=CC(=NN1)C(NC(CC)CC)=O